O1COC2=C1C=CC(=C2)CSC2=NC(=C(C(=C2C#N)CC)C#N)N2CCN(CCC2)C 2-((benzo[d][1,3]dioxol-5-ylmethyl)thio)-4-ethyl-6-(4-methyl-1,4-diazepan-1-yl)pyridine-3,5-dicarbonitrile